ClC1=C(C(=CC=C1F)F)C(=O)NC=1C=C(C2=C(NC(=N2)COC)C1)C(=O)NC1=C(C(=CC=C1)Cl)C 6-{[(2-Chloro-3,6-difluorophenyl)carbonyl]amino}-N-(3-chloro-2-methylphenyl)-2-(methoxymethyl)-1H-benzoimidazole-4-carboxamide